5,5,5-trifluoro-L-norvaline benzyl ester C(C1=CC=CC=C1)OC([C@@H](N)CCC(F)(F)F)=O